(S)-3-(5-(((1R,2S)-2-((4,4-difluorocyclohexyl)amino)cyclohexyl)methyl)-1-oxoisoindolin-2-yl)piperidine-2,6-dione FC1(CCC(CC1)N[C@@H]1[C@H](CCCC1)CC=1C=C2CN(C(C2=CC1)=O)[C@@H]1C(NC(CC1)=O)=O)F